ClC=1C(=C(OC=2C(=CC(=NC2)[N+](=O)[O-])C=2C=NC(=CC2)N2CCN(CC2)C(=O)OC(C)(C)C)C=CC1)C(=O)OC tert-butyl 4-(5'-(3-chloro-2-(methoxycarbonyl)phenoxy)-2'-nitro-[3,4'-bipyridyl]-6-yl)piperazine-1-carboxylate